2-amino-6-borono-2-(3-(methyl((4-methylnaphthalen-1-yl)methyl)amino)propyl)hexanoic acid NC(C(=O)O)(CCCCB(O)O)CCCN(CC1=CC=C(C2=CC=CC=C12)C)C